FC1=CC=C(COC=2C=C3C4=C(NC3=CC2)C=NC(=C4COC)C(=O)OCC)C=C1 ethyl 6-((4-fluorobenzyl)oxy)-4-(methoxymethyl)-9H-pyrido[3,4-b]indole-3-carboxylate